CC=1C=C(SC1C)C=1C=CC(=[N+](C1)[O-])C(N[C@H]1CS(C=C1)(=O)=O)=O (R)-5-(4,5-dimethylthiophen-2-yl)-2-((1,1-dioxido-2,3-dihydrothiophen-3-yl)carbamoyl)pyridine 1-oxide